O[C@@H](C(=O)C=1N(C(=CC1)C(CC1=CC=CC=C1)=O)C)C(CO)(C)C (R)-2,4-dihydroxy-3,3-dimethyl-1-(1-methyl-5-(2-phenylacetyl)-1H-pyrrol-2-yl)butan-1-one